O1C(=NC2=C1N=CC=C2)C2=CC=C(C=C2)N(C2=CC=C(C=C2)C2=CC=C(C=C2)C=2OC1=C(C2)C=CC=C1)C1=CC=C(C=C1)C1=CC=CC2=C1SC1=C2C=CC=C1 4-(7-aza-benzoxazol-2-yl)-phenyl-(4-(dibenzothiophene-4-yl)-phenyl)-(4'-(benzofuran-2-yl)-biphenyl-4-yl)-amine